methylamine-13C [13CH3]N